2-(6-Methyl-3',6'-dihydro[2,4'-bipyridin]-1'(2'H)-yl)ethylamine trihydrochloride Cl.Cl.Cl.CC1=CC=CC(=N1)C=1CCN(CC1)CCN